COC1=C(C=CC(=C1)Cl)C1=CC=CC=C1 2-methoxy-4-chloro-1,1'-biphenyl